O1C(CCC1)=O dihydrofuran-2(3H)-one